FC(C1=CC=C2C(=CC=NC2=C1)S)(F)F 7-(Trifluoromethyl)quinoline-4-thiol